FCCCNC1=CC(=C(O[C@@H]2O[C@@H]([C@@H]([C@@H]([C@H]2O)O)O)CO)C=C1)COC1=C(C(=CC(=C1F)F)F)F (2S,3R,4S,5R,6R)-2-(4-((3-fluoropropyl)amino)-2-((2,3,5,6-tetrafluoro-phenoxy)methyl)phenoxy)-6-(hydroxymethyl)tetrahydro-2H-pyran-3,4,5-triol